tert-butyl 1-[3-[3-[4-(cyclopropylcarbamoyl)-3-(difluoromethoxy)-5-methoxy-phenyl]imidazo[1,2-a]pyridin-7-yl]oxypropyl]azetidine-3-carboxylate C1(CC1)NC(=O)C1=C(C=C(C=C1OC)C1=CN=C2N1C=CC(=C2)OCCCN2CC(C2)C(=O)OC(C)(C)C)OC(F)F